2-(2,6-dioxo-3-piperidyl)-5-[2-[2-[2-[2-[(2S)-2-methyl-4-[6-[5-(1-methylcyclopropoxy)-1H-indazol-3-yl]pyrimidin-4-yl]piperazin-1-yl]ethoxy]ethoxy]ethoxy]ethoxy]isoindoline-1,3-dione O=C1NC(CCC1N1C(C2=CC=C(C=C2C1=O)OCCOCCOCCOCCN1[C@H](CN(CC1)C1=NC=NC(=C1)C1=NNC2=CC=C(C=C12)OC1(CC1)C)C)=O)=O